C(#N)C1=CC=C(C=C1)C=1N=C2C(=NC1)N=C(S2)NC(=O)C2=C(C=NC=C2)C2=C(C=CC=C2)OC N-(6-(4-cyanophenyl)thiazolo[4,5-b]pyrazin-2-yl)-3-(2-methoxyphenyl)pyridine-4-carboxamide